FC1=C(C(=CC(=C1)N1CCN(CC1)C)F)NC1=NC2=CC=CC=C2C=N1 2-((2,6-difluoro-4-(4-methylpiperazin-1-yl)phenyl)amino)quinazolin